6,7-diethoxy-1-(4-methoxybenzyl)-1,2,3,4-tetrahydroisoquinoline C(C)OC=1C=C2CCNC(C2=CC1OCC)CC1=CC=C(C=C1)OC